ClC1=C(C=C(C(=O)N2[C@@H](CC(=C(C2)NC(CC(C)C)=O)C(=O)OCC)C)C=C1)C(F)(F)F (R)-ethyl 1-(4-chloro-3-(trifluoromethyl) benzoyl)-2-methyl-5-(3-methylbutanamido)-1,2,3,6-tetrahydropyridine-4-carboxylate